2-chloro-5-((1-(methylsulfonyl)piperidin-4-yl)oxy)isonicotinonitrile ClC=1C=C(C#N)C(=CN1)OC1CCN(CC1)S(=O)(=O)C